NC=1C(=NC(=CN1)C1=CC(=C2CCN(CC2=C1)C)C)OC=1C=NN(C1)C1CC2(C1)CN(C2)C(=O)C2CC2 [2-[4-[3-amino-6-(2,5-dimethyl-3,4-dihydro-1H-isoquinol-7-yl)pyrazin-2-yl]oxypyrazol-1-yl]-6-azaspiro[3.3]heptan-6-yl]-cyclopropylmethanone